ONC(C=CC1=CC(=CC=C1)S(=O)(=O)NC1=CC=CC=C1)=O N-hydroxy-3-(3-[(phenylamino)sulfonyl]phenyl)acrylamide